[SnH3]C=1NC=CC1 stannyl-pyrrole